(R)-8-(3-(2,3-dichlorophenyl)-1H-pyrazolo[4,3-b]pyridin-6-yl)-8-azaspiro[4.5]decan-1-amine ClC1=C(C=CC=C1Cl)C1=NNC=2C1=NC=C(C2)N2CCC1(CCC[C@H]1N)CC2